sodium lactate, calcium salt [Ca+2].C(C(O)C)(=O)[O-].[Na+].C(C(O)C)(=O)[O-].C(C(O)C)(=O)[O-]